tert-Butyl (2-(4-(5-(3-cyano-6-(1-methyl-1H-pyrazol-4-yl)pyrazolo[1,5-a]pyrazin-4-yl)pyridin-2-yl)piperazin-1-yl)-1-(2-fluorophenyl)-2-oxoethyl)carbamate C(#N)C=1C=NN2C1C(=NC(=C2)C=2C=NN(C2)C)C=2C=CC(=NC2)N2CCN(CC2)C(C(C2=C(C=CC=C2)F)NC(OC(C)(C)C)=O)=O